C(CCCCCCC\C=C/C\C=C/CCCCC)N(CCN(CCCCCCCC\C=C/C\C=C/CCCCC)CC(CN)O)CCN(CC(CN)O)CCCCCCCC\C=C/C\C=C/CCCCC linoleyl-bis(N-linoleyl-N-(2-hydroxy-3-aminopropyl)-2-aminoethyl)amine